C(C1=CC=CC=C1)N1C(=NC(=C(C1=O)Br)C)[C@@H]1O[C@]([C@H]([C@H]1C1=C(C(=C(C=C1)F)F)OC)C)(C(F)(F)F)C 3-Benzyl-5-bromo-2-((2R,3S,4S,5R)-3-(3,4-difluoro-2-methoxyphenyl)-4,5-dimethyl-5-(trifluoromethyl)tetrahydrofuran-2-yl)-6-methylpyrimidin-4(3H)-one